2-[2-[3-(4-Bromophenyl)prop-2-enoyl]-3-hydroxyphenoxy]-1H-indole-3-carboxylic acid BrC1=CC=C(C=C1)C=CC(=O)C1=C(OC=2NC3=CC=CC=C3C2C(=O)O)C=CC=C1O